COC=1C=C(C=NC1)C1=C(C=C(C=C1)C1CC=CC2=CC=CC=C12)C(F)(F)F 1-(4-(5-methoxypyridin-3-yl)-3-(trifluoromethyl)phenyl)-1H-naphthalen